[5-(cyclopentylmethoxy)-2-methyl-2H-indazol-3-yl]carboxamide C1(CCCC1)COC1=CC2=C(N(N=C2C=C1)C)C(=O)N